2-(4-chlorobenzyl)-5-fluoro-4-(piperidin-4-yloxy)pyrimidine ClC1=CC=C(CC2=NC=C(C(=N2)OC2CCNCC2)F)C=C1